methyl (E)-[2-methyl-4-[3-(2-methylbenzo[b]furan-5-yl)-3-[4-[3-(morpholin-4-yl)propynyl]phenyl]-allyloxy]phenoxy]acetate CC1=C(OCC(=O)OC)C=CC(=C1)OC\C=C(/C1=CC=C(C=C1)C#CCN1CCOCC1)\C1=CC2=C(OC(=C2)C)C=C1